C(C1=CC=CC=C1)OC(=O)N1CCC(CC1)(C(=O)O)CC1CC1 1-((benzyloxy)carbonyl)-4-(cyclopropylmethyl)piperidine-4-carboxylic acid